beta-dinitrophenol C1=CC(=C(C(=C1)[N+](=O)[O-])O)[N+](=O)[O-]